FC1=C2C=C(C=NC2=C(C=C1F)OC)C(=O)OC methyl 5,6-difluoro-8-methoxy-quinoline-3-carboxylate